N-(6-METHOXY-1-METHYL-1H-INDAZOL-7-YL)-1-(5-METHYL-4,5,6,7-TETRAHYDROPYRAZOLO[1,5-A]PYRAZIN-3-YL)-1H-PYRAZOLE-4-SULFONAMIDE COC1=CC=C2C=NN(C2=C1NS(=O)(=O)C=1C=NN(C1)C=1C=NN2C1CN(CC2)C)C